[I-].C(CCC)[NH+](C)C N-butyl-N,N-dimethylammonium iodide